ClC=1C(=C(N[C@@H](C(=O)N2[C@H]3CC([C@@H]([C@H]2C(=O)N[C@@H](C[C@H]2C(NCCC2)=O)C#N)CC3)(F)F)C)C=CC1)C (1R,3S,4R)-2-[(2R)-2-(3-chloro-2-methyl-anilino)propanoyl]-N-[(1S)-1-cyano-2-[(3S)-2-oxo-3-piperidyl]ethyl]-5,5-difluoro-2-azabicyclo[2.2.2]octane-3-carboxamide